5-Cyclopropylnaphthalene-1-amine C1(CC1)C1=C2C=CC=C(C2=CC=C1)N